sodium quinoline sodium chloride [Cl-].[Na+].N1=CC=CC2=CC=CC=C12.[Na+].[Cl-]